C1CC2CC1C3C2C(C(C3)CO)CO Octahydro-4,7-methano-1H-indenedimethanol